C(C)OC(C#CCCCCCCCCCCCC=O)OCC 15,15-diethoxy-pentadecan-13-yne-1-al